(S)-2-(3-((6-(3,6-dihydro-2H-pyran-4-yl)pyrimidin-4-yl)oxy)pyrrolidin-1-yl)-N-(3-(2-((1,5-dimethyl-1H-pyrazol-3-yl)amino)-5-methylpyrimidin-4-yl)-1H-indol-7-yl)acetamide O1CCC(=CC1)C1=CC(=NC=N1)O[C@@H]1CN(CC1)CC(=O)NC=1C=CC=C2C(=CNC12)C1=NC(=NC=C1C)NC1=NN(C(=C1)C)C